FC=1C=C(C=C(C1F)F)O 3,4,5-trifluoro-phenol